BrC1=CC=C(C=C1)C(C=C(SCC)SCC)=O 1-(4-bromophenyl)-3,3-bis(ethylthio)prop-2-en-1-one